N-((trans)-3-carbamoylcyclobutyl)-5-chloro-2-(4,4-difluoroazepan-1-yl)-4-(trifluoromethyl)benzamide C(N)(=O)[C@@H]1C[C@H](C1)NC(C1=C(C=C(C(=C1)Cl)C(F)(F)F)N1CCC(CCC1)(F)F)=O